cyclopropyl-7-((2-methyl-1H-benzo[d]imidazol-6-yl)oxy)-2-(1-(piperidin-4-yl)-1H-pyrazol-4-yl)quinoxaline C1(CC1)C=1C(=NC2=CC(=CC=C2N1)OC=1C=CC2=C(NC(=N2)C)C1)C=1C=NN(C1)C1CCNCC1